C(C=C)OC(=O)N1C([C@H]2N(C(C3=C1C=C(C(=C3)OC)OCC=3C=C(C=CC3)CC(=O)O)=O)CC=C(C2)C2=CC=C(C=C2)S(NC)(=O)=O)OC 2-(3-((((6aS)-5-((Allyloxy)carbonyl)-2,6-dimethoxy-8-(4-(N-methyl-sulfamoyl)phenyl)-12-oxo-5,6,6a,7,10,12-hexahydrobenzo[e]pyrido[1,2-a][1,4]diazepin-3-yl)oxy)methyl)phenyl)acetic acid